BrC1=C2C(N(C=NC2=CC=C1OC1=C(C(=CC=C1F)F)C#N)C1COC2(C1)CCN(CC2)C(=O)OC(C)(C)C)=O tert-butyl 3-[5-bromo-6-(2-cyano-3,6-difluoro-phenoxy)-4-oxo-quinazolin-3-yl]-1-oxa-8-azaspiro[4.5]decane-8-carboxylate